ClC=1C=C(C=C(C1)F)CCN1C[C@H]([C@@H](C1)C)COC1=CC=C(C=C1)S(=O)(=O)C (3S,4S)-1-[2-(3-chloro-5-fluorophenyl)ethyl]-3-[(4-methylsulfonylphenoxy)methyl]-4-methylpyrrolidine